2-(4-cyclopropyl-6-methoxypyrimidin-5-yl)-9-(4-(1-methyl-4-(trifluoromethyl)-1H-imidazole-2-yl)benzyl)-6,7,8,9-tetrahydropyrimido[5,4-b][1,4]oxazepine C1(CC1)C1=NC=NC(=C1C=1N=CC=2OCCCN(C2N1)CC1=CC=C(C=C1)C=1N(C=C(N1)C(F)(F)F)C)OC